C(#N)C=1C=CC=2N(C(N=C(C2N1)N1C[C@H](N(C[C@@H]1CC)C(C(=O)NCC(C)(C)O)C1=CC=C(C=C1)C(F)(F)F)CC)=O)C 2-((2r,5s)-4-(6-cyano-1-methyl-2-oxo-1,2-dihydropyrido[3,2-d]pyrimidin-4-yl)-2,5-diethylpiperazin-1-yl)-N-(2-hydroxy-2-methylpropyl)-2-(4-(trifluoromethyl)phenyl)acetamide